C(C)(C)OC(C(C(=O)NC=1C=NC(=C(C1)C(F)(F)F)C#N)(C)O)=O 3-[[6-Cyano-5-(trifluoromethyl)-pyridin-3-yl]amino]-2-hydroxy-2-methyl-3-oxopropionic acid isopropyl ester